FC(OC=1C=CC(=C(C1)C1=NN(C=2C[C@@H](CCC12)C(=O)NC1(CCS(CC1)(=O)=O)C)C(C)C)F)F (R)-3-(5-(difluoromethoxy)-2-fluorophenyl)-1-isopropyl-N-(4-methyl-1,1-dioxotetrahydro-2H-thiopyran-4-yl)-4,5,6,7-tetrahydro-1H-indazole-6-carboxamide